OC1=CC=C(C=C1)C(C(=O)O)C p-hydroxyphenylpropanoic acid